tert-butyl (1-(2-phenylacetyl)piperidin-3-yl)carbamate C1(=CC=CC=C1)CC(=O)N1CC(CCC1)NC(OC(C)(C)C)=O